COC1=C(C=C2CCN(C(C2=C1)CCC1=CNC2=CC=C(C=C12)OC)C(=O)N1CCOCC1)OCCOC (7-Methoxy-1-(2-(5-methoxy-1H-indol-3-yl)ethyl)-6-(2-methoxyethoxy)-3,4-dihydroisoquinolin-2(1H)-yl)(morpholino)methanone